FC=1C=C2C(=C(C(=NC2=CC1)O)C(=O)OCC)C ethyl 6-fluoro-2-hydroxy-4-methylquinoline-3-carboxylate